methyl 4-ethylphenylacetate C(C)C1=CC=C(C=C1)CC(=O)OC